C(C)(C)(C)OC(=O)N1[C@@H](CC1)C(=O)O (S)-1-(tert-butoxycarbonyl)azetidin-2-carboxylic acid